FC(C(=O)O)(F)F.FC1(CN(CCC1)CCCCC(=O)O)C 5-(3-fluoro-3-methylpiperidin-1-yl)pentanoic acid trifluoroacetate